(1-((5-methyl-6-(trifluoromethyl)pyridin-3-yl)methyl)-1H-pyrazol-4-yl)methylamine hydrochloride Cl.CC=1C=C(C=NC1C(F)(F)F)CN1N=CC(=C1)CN